1-(4-dodecyl-phenyl)-3-(4-tert-butyl-styryl)-5-(4-tert-butyl-phenyl)-pyrazoline C(CCCCCCCCCCC)C1=CC=C(C=C1)N1NC(=CC1C1=CC=C(C=C1)C(C)(C)C)C=CC1=CC=C(C=C1)C(C)(C)C